ClC=1C=C(C=CC1Cl)C(COC(C(C)(C)C)=O)(C)N=C=O 2-(3,4-dichlorophenyl)-2-isocyanatopropyl-2,2-dimethylpropionate